C1(CC1)C1=NC=NC(=C1C1=NN2C(N(C(CC2)=O)CC2=CC=C(C=C2)C=2N(C=C(N2)C(F)(F)F)C)=C1C)OC 2-(4-cyclopropyl-6-methoxypyrimidin-5-yl)-3-methyl-4-(4-(1-methyl-4-(trifluoromethyl)-1H-imidazol-2-yl)benzyl)-6,7-dihydropyrazolo[1,5-a]pyrimidin-5(4H)-one